1,1-bis(5-tert-butyl-4-hydroxy-2-methylphenyl)butane heptadecan-9-yl-8-{[3-(chlorosulfonyl)propyl][8-oxo-8-(undecan-3-yloxy)octyl]amino}octanoate CCCCCCCCC(CCCCCCCC)OC(CCCCCCCN(CCCCCCCC(OC(CC)CCCCCCCC)=O)CCCS(=O)(=O)Cl)=O.C(C)(C)(C)C=1C(=CC(=C(C1)C(CCC)C1=C(C=C(C(=C1)C(C)(C)C)O)C)C)O